(phenyl-d5)dibenzothiophene C1(=C(C(=C(C(=C1[2H])[2H])[2H])[2H])[2H])C1=CC=CC=2SC3=C(C21)C=CC=C3